C1(CC1)NC=1N=CC2=C(N1)C1(C(N(C2)C=2C=C(C=CC2C)NC(C2=CC(=CC(=C2)C(F)(F)F)F)=O)=O)CC1 N-(3-(2'-(cyclopropylamino)-7'-oxo-5'H-spiro[cyclopropane-1,8'-pyrido[4,3-d]pyrimidine]-6'(7'H)-yl)-4-methylphenyl)-3-fluoro-5-(trifluoromethyl)benzamide